tert-butyl 4-((5-isopropoxy-6-(1H-pyrazol-4-yl)-[1,2,4]triazolo[1,5-a]pyrazin-2-yl) amino)-3-methylpiperidine-1-carboxylate C(C)(C)OC1=C(N=CC=2N1N=C(N2)NC2C(CN(CC2)C(=O)OC(C)(C)C)C)C=2C=NNC2